4-(5-(1-acryloylpyrrolidin-3-yl)pyrrolo[1,2-c]pyrimidin-7-yl)-N-(4-cyclopropylpyridin-2-yl)-2-fluorobenzamide C(C=C)(=O)N1CC(CC1)C=1C=C(N2C=NC=CC21)C2=CC(=C(C(=O)NC1=NC=CC(=C1)C1CC1)C=C2)F